N1(CCCCCC1)C1=CC=C(C=2NC(=NC21)NC(=O)N2CCC(CC2)(C)O)OC N-[4-(azepan-1-yl)-7-methoxy-1H-1,3-benzodiazol-2-yl]-4-hydroxy-4-methylpiperidine-1-carboxamide